β-ethoxyacrylonitrile C(C)OC=CC#N